C(C(=O)O)(=O)O.C1OCC12CNC2 2-oxa-6-aza-spiro[3.3]heptane oxalic acid salt